BrC=1C(=NC(=NC1)NC=1C=C2CCN(CC2=CC1OC)C)NC=1C(=C2N=CC=NC2=CC1)P(C)(C)=O (6-((5-bromo-2-((7-methoxy-2-methyl-1,2,3,4-tetrahydroisoquinolin-6-yl)amino)pyrimidin-4-yl)amino)quinoxalin-5-yl)dimethylphosphine oxide